1-phenylpyrrolidine-2-carboxamide C1(=CC=CC=C1)N1C(CCC1)C(=O)N